C(C)(C)(C)OC(=O)N1C2CC(C3=CC=C(N=C13)C(OC)OC)(C2)O 7-(dimethoxymethyl)-4-hydroxy-3,4-dihydro-2,4-methylene-1,8-naphthyridine-1(2H)-carboxylic acid tert-butyl ester